CC(C=C)(CCC=C(C)C)O 3,7-dimethyloctan-1,6-dien-3-ol